(S)-2-((5-amino-6-chloro-1-tosyl-1H-pyrrolo[3,2-b]pyridin-2-yl)methyl)-5-fluoro-1'-(2-(trifluoromethoxy)ethyl)spiro[isoindoline-1,3'-pyrrolidine]-2',3-dione NC1=C(C=C2C(=N1)C=C(N2S(=O)(=O)C2=CC=C(C)C=C2)CN2C(C1=CC(=CC=C1[C@@]21C(N(CC1)CCOC(F)(F)F)=O)F)=O)Cl